C=C=C Allene